COCCN1CCN(CC1)C1=NC(=CC=2N1N=C(N2)NC2CCN(CC2)S(=O)(=O)C)C=2C=NNC2 (4-(2-methoxyethyl)piperazin-1-yl)-N-(1-(methylsulfonyl)piperidin-4-yl)-7-(1H-pyrazol-4-yl)-[1,2,4]triazolo[1,5-c]pyrimidin-2-amine